C1(CCCC1)N1C(=CC2=C1N=C(N=C2)NC2=NC=C(C=C2)O)C(=O)N(C)C 7-cyclopentyl-2-[(5-hydroxy-2-pyridinyl)amino]-N,N-dimethyl-pyrrolo[2,3-d]pyrimidine-6-carboxamide